C(C=C)(=O)OCCOC1=CC=C(C=C1)\C=C\C1=NC2=CC=CC=C2N=C1 (E)-2-(4-(2-(quinoxalin-2-yl)vinyl)phenoxy)ethyl acrylate